C1(CC1)CN1C=C(C2=NN(C(C(=C21)C=2C=NC(=CC2)C2CC2)=O)C2=CC1=CN(N=C1C=C2)C)I 5-(cyclopropylmethyl)-4-(6-cyclopropylpyridin-3-yl)-7-iodo-2-(2-methyl-2H-indazol-5-yl)-2H,3H,5H-pyrrolo[3,2-c]pyridazin-3-one